(cyclobutyl)(4-fluorophenyl)methanol C1(CCC1)C(O)C1=CC=C(C=C1)F